N1=C(C=CC=C1)COC=1C=CC2=C(N=C(O2)C=2C=NC=CC2)C1 5-(Pyridin-2-ylmethoxy)-2-(pyridin-3-yl)-1,3-benzoxazole